CONC(O)=N methoxyisourea